CC(C)C(=O)NC1=CC(=C(C=C1)[N+](=O)[O-])C(F)(F)F The molecule is a monocarboxylic acid amide and a member of (trifluoromethyl)benzenes. It has a role as an androgen antagonist and an antineoplastic agent.